ethyl 2-(6-fluoro-4-(((trifluoromethyl)sulfonyl)oxy)-5-((triisopropylsilyl)ethynyl)naphthalen-2-yl)acetate FC=1C(=C2C(=CC(=CC2=CC1)CC(=O)OCC)OS(=O)(=O)C(F)(F)F)C#C[Si](C(C)C)(C(C)C)C(C)C